tert-butyl (3R)-3-((5-fluoro-4-(6-(1,1,1-trifluoro-2-hydroxypropan-2-yl)imidazo[1,2-a]pyrazin-3-yl)pyrimidin-2-yl)amino)piperidine-1-carboxylate FC=1C(=NC(=NC1)N[C@H]1CN(CCC1)C(=O)OC(C)(C)C)C1=CN=C2N1C=C(N=C2)C(C(F)(F)F)(C)O